C(C)(C)(C)C1=CC=C(C=C1)C1[C@@H]2CN(C[C@H]12)C(=O)C1CC2(C1)NC(CC2)=O 2-((1R,5S,6S)-6-(4-(tert-butyl)phenyl)-3-azabicyclo[3.1.0]hexane-3-carbonyl)-5-azaspiro[3.4]octan-6-one